FC(C1=C(C2=C(N=C1)N(C=C2)COCC[Si](C)(C)C)C(=O)O)(F)F 5-(trifluoromethyl)-1-((2-(trimethylsilyl)ethoxy)methyl)-1H-pyrrolo[2,3-b]pyridine-4-carboxylic acid